3-((2-((3r,5r,7r)-adamantan-1-yl)acetoxy)methyl)-5-(((((1-ethylpiperidin-3-yl)methoxy)carbonyl)oxy)methyl)benzyl 4,4-bis(((Z)-oct-5-en-1-yl)oxy)butanoate C(CCC\C=C/CC)OC(CCC(=O)OCC1=CC(=CC(=C1)COC(=O)OCC1CN(CCC1)CC)COC(CC12CC3CC(CC(C1)C3)C2)=O)OCCCC\C=C/CC